N-[4-[(6,7-Dimethoxy-1,5-naphthyridin-4-yl)oxy]phenyl]-1-(2-fluoroethyl)-5-(4-fluorophenyl)-6-methyl-4-oxopyridine-3-carboxamide COC=1N=C2C(=CC=NC2=CC1OC)OC1=CC=C(C=C1)NC(=O)C1=CN(C(=C(C1=O)C1=CC=C(C=C1)F)C)CCF